Cl.N[C@@H]1CN(CCC1)C1=C(C=NC(=C1)NC1=NC(=NC=C1)C1=C(C=CC=C1OC)F)C=1C=NN(C1)CCC(=O)N (S)-3-(4-(4-(3-aminopiperidin-1-yl)-6-((2-(2-fluoro-6-methoxyphenyl)pyrimidin-4-yl)amino)pyridin-3-yl)-1H-pyrazol-1-yl)propanamide hydrochloride